(R)-(1-(7-bromo-1,2,3,4-tetrahydroacridin-9-yl)pyrrolidin-3-yl)carbamic acid tert-butyl ester C(C)(C)(C)OC(N[C@H]1CN(CC1)C=1C2=CC(=CC=C2N=C2CCCCC12)Br)=O